2-amino-3-bromo-N-((5-cyano-6-methyl-2-pyridinyl)methyl)-N-((1R)-1-(2-pyrimidinyl)ethyl)-6-quinolinecarboxamide NC1=NC2=CC=C(C=C2C=C1Br)C(=O)N([C@H](C)C1=NC=CC=N1)CC1=NC(=C(C=C1)C#N)C